BrC=1C=C(C=CC1F)N1CCN(CC1)C 1-(3-Bromo-4-fluorophenyl)-4-methylpiperazine